COC(=O)[C@@H]1C[C@@H](C1)OC1=NC=C(C2=CC(=NC=C12)Cl)C(C)(C)N=[N+]=[N-] (cis)-3-((4-(2-azidopropan-2-yl)-6-chloro-2,7-naphthyridin-1-yl)oxy)cyclobutane-1-carboxylic acid methyl ester